N=S(=O)(C=1C=C2C=CN(C2=CC1)S(=O)(=O)C1=CC=C(C)C=C1)C imino(methyl)(1-tosyl-1H-indol-5-yl)-λ6-sulfanone